2,5-diaminomethyltetrahydrofuran NCC1OC(CC1)CN